Cl.N1(CCNCC1)CC#N (S)-2-piperazinylacetonitrile hydrochloride